CS(=O)(=O)C1=C(C=CC=C1)N1CCC(CC1)C(=O)O 1-[2-(METHYLSULFONYL)PHENYL]PIPERIDINE-4-CARBOXYLIC ACID